2-Hydroxy-4-(trifluoro-methyl)pyridine iodopropynyl-butylcarbamate ICC#CN(C(O)=O)CCCC.OC1=NC=CC(=C1)C(F)(F)F